methyl (3S)-3-(2-(5-(2-(dimethylamino)ethyl)-2-oxo-4-(trifluoromethyl)pyridin-1(2H)-yl)-4-methylpentanamido)-3-(4-(2,6-dimethylphenyl)-6-vinylpyridin-2-yl)propanoate CN(CCC=1C(=CC(N(C1)C(C(=O)N[C@@H](CC(=O)OC)C1=NC(=CC(=C1)C1=C(C=CC=C1C)C)C=C)CC(C)C)=O)C(F)(F)F)C